2,3-dimethyl-1,3-propanediol dibenzoate C(C1=CC=CC=C1)(=O)OCC(C(OC(C1=CC=CC=C1)=O)C)C